BrC1=CC=C(C2=C1OCCCO2)C[C@@H]2N=C([C@H](N=C2OC)C(C)C)OC (2S,5R)-2-((9-bromo-3,4-dihydro-2H-benzo[b][1,4]dioxepin-6-yl)methyl)-5-isopropyl-3,6-dimethoxy-2,5-dihydropyrazine